COC=1C=C2C=CN(C2=CC1)C(C(C)(C)C)=O 1-(5-methoxy-1H-indol-1-yl)-2,2-dimethylpropan-1-one